2-(2-(cyclopropanesulfonylamino)thiazol-4-yl)-N-(5-(6-isopropoxypyrazin-2-yl)pyridin-2-yl)-2-methylpropanamide C1(CC1)S(=O)(=O)NC=1SC=C(N1)C(C(=O)NC1=NC=C(C=C1)C1=NC(=CN=C1)OC(C)C)(C)C